C(C=C)(=O)OC=1C(C(=O)O)=CC=C(C1)N acryloyl-4-aminosalicylic acid